10-[2-(1-methylpiperidin-2-yl)ethyl]-2-methylsulfanyl-phenothiazine CN1C(CCCC1)CCN1C2=CC=CC=C2SC=2C=CC(=CC12)SC